N-(6-aminopyrimidine-4-yl)benzamide NC1=CC(=NC=N1)NC(C1=CC=CC=C1)=O